[Rh].ClP(C(=O)P(C1=CC=CC=C1)(C1=CC=CC=C1)C1=CC=CC=C1)(C1=CC=CC=C1)(C1=CC=CC=C1)C1=CC=CC=C1 monochloro-carbonyl-di(triphenylphosphine) rhodium